5,13,17-trimethylhexatriacontane CC(CCCC)CCCCCCCC(CCCC(CCCCCCCCCCCCCCCCCCC)C)C